[N+](=O)([O-])C1=CC=C(OC2=CC=C(C=C2)C2=CC=CC=C2)C=C1 4-(4-nitrophenoxy)-1,1'-biphenyl